6-((3-(2-aminoethoxy)phenyl)amino)-8-(methylamino)imidazo[1,2-b]pyridazine-3-carboxylic acid NCCOC=1C=C(C=CC1)NC=1C=C(C=2N(N1)C(=CN2)C(=O)O)NC